(2S)-2-[[3-(dimethylamino)azetidine-1-carbonyl]-methyl-amino]-3-methyl-butanoic acid CN(C1CN(C1)C(=O)N([C@H](C(=O)O)C(C)C)C)C